C(C)(=O)OC1(CC(CCC1)C(C)C)CCC=O 3-isopropyl-1-(3-oxopropyl)cyclohexyl acetate